O-[1-(4-methyl-1H-pyrrol-2-oxymethyl)-propyl]-hydroxylamine CC=1C=C(NC1)OCC(CC)ON